ClC1=C(C=CC=C1)C1=CN(C2=CC=C(C=C12)C(=O)NC(COC)C)C1=CC=C(C=C1)F 3-(2-chlorophenyl)-1-(4-fluorophenyl)-N-(1-methoxypropan-2-yl)-1H-indole-5-carboxamide